Racemic-3-(3-chloro-4-fluorophenyl)-1-(1-(1-methoxyisoquinolin-4-yl)ethyl)-1-(3-methoxypropyl)urea ClC=1C=C(C=CC1F)NC(N(CCCOC)[C@H](C)C1=CN=C(C2=CC=CC=C12)OC)=O |r|